6-(4-methoxyphenylsulfonyl)phthalazin-1(2H)-one COC1=CC=C(C=C1)S(=O)(=O)C=1C=C2C=NNC(C2=CC1)=O